(1aR,5aR)-2-(2,4-Difluoro-phenyl)-1a,2,5,5a-tetrahydro-1H-2,3-diaza-cyclopropa[a]pentalene-4-carboxylic acid (1,1-dioxo-hexahydro-1λ6-thiopyran-4-yl)-amide O=S1(CCC(CC1)NC(=O)C=1C=2C[C@@H]3[C@H](C2N(N1)C1=C(C=C(C=C1)F)F)C3)=O